tert-butyl 7-(dimethylcarbamoyl)-1-phenyl-3,4-dihydro-1H-isoquinoline-2-carboxylate CN(C(=O)C1=CC=C2CCN(C(C2=C1)C1=CC=CC=C1)C(=O)OC(C)(C)C)C